C(C)(C)(C)OC(=O)N1CCN(CC1)C(C(N1N=NC2=C1C=CC=C2)N2CCN(CC2)C(=O)OC(C)(C)C)N2N=NC1=C2C=CC=C1.N1(N=CC=C1)CC1(CCCCC1)N1CCOCC1 4-(1-((1H-pyrazol-1-yl)methyl)cyclohexyl)morpholine di-tert-butyl-4,4'-(1,2-bis(1H-benzo[d][1,2,3]triazol-1-yl)ethane-1,2-diyl)bis(piperazine-1-carboxylate)